ClC1=NC=CC(=N1)N(C1=NC=2C=CC3=C(C2N=C1)C1=C(S3)C(N[C@@H](CN1)C)=O)CCOC (R)-3-((2-chloropyrimidin-4-yl)(2-methoxyethyl)amino)-10-methyl-9,10,11,12-tetrahydro-8H-[1,4]diazepino[5',6':4,5]thieno[3,2-f]quinoxalin-8-one